N-(5-((5-chloropyridin-2-yl)methoxy)-1,3,4-thiadiazol-2-yl)-6-cyano-4-(2-fluoro-6-methoxyphenyl)nicotinamide ClC=1C=CC(=NC1)COC1=NN=C(S1)NC(C1=CN=C(C=C1C1=C(C=CC=C1OC)F)C#N)=O